6-Chloro-7-(3-(iodomethyl)-1,5-dimethyl-1H-pyrazol-4-yl)-3-(3-methoxy-3-oxopropyl)-1-methyl-1H-indole-2-carboxylic acid methyl ester COC(=O)C=1N(C2=C(C(=CC=C2C1CCC(=O)OC)Cl)C=1C(=NN(C1C)C)CI)C